3-chloro-5-{2-[(3S,4S)-3-({4-[(1,1-dioxo-1λ6-thietan-3-yl)methanesulfonyl]phenoxy}methyl)-4-methylpyrrolidin-1-yl]ethyl}benzonitrile ClC=1C=C(C#N)C=C(C1)CCN1C[C@H]([C@@H](C1)C)COC1=CC=C(C=C1)S(=O)(=O)CC1CS(C1)(=O)=O